FC=1C=C(C=C(C1)F)C=1C=CC=CC1 3-(3,5-difluorophenyl)benzene